N-(6-oxo-1,6-dihydropyridin-3-yl)-7-thia-2,5-diazatricyclo[6.4.0.02,6]dodeca-1(12),3,5,8,10-pentaene-4-carboxamide O=C1C=CC(=CN1)NC(=O)C1=CN2C3=CC=CC=C3SC2=N1